C(C1=CC=CC=C1)N1N=[O+]C(=C1)O 3-benzyl-3H-1,2,3-oxadiazol-1-ium-5-ol